n-methyl-4-(6-methyl-7-(4-(piperazin-1-yl)phenyl)imidazo[1,2-b]pyridazin-3-yl)quinoline-7-carboxamide CNC(=O)C1=CC=C2C(=CC=NC2=C1)C1=CN=C2N1N=C(C(=C2)C2=CC=C(C=C2)N2CCNCC2)C